ethyl 1-{5-[(6-methoxy-1-methylindazol-7-yl)sulfamoyl]pyridin-2-yl}-5-methylpyrazole-4-carboxylate COC1=CC=C2C=NN(C2=C1NS(=O)(=O)C=1C=CC(=NC1)N1N=CC(=C1C)C(=O)OCC)C